dimethylcyclohexa-1,3-diene-1,3-diol CC1=C(C(=C(CC1)O)C)O